C1(=CC=CC=C1)NC1=CC=CC(=N1)C1CC(CCN1)N1C(C=CC=C1)C(=O)N 1-(6-(6-(phenylamino)pyridinyl)piperidin-4-yl)pyridinamide